FC1=CN=CC=2C3CCC(C12)N3C(=O)OC(C)(C)C tert-butyl 4-fluoro-5,6,7,8-tetrahydro-5,8-epiminoisoquinoline-9-carboxylate